C1(CC1)N1N=CC(=C1)C1=C(C(=O)OC)C=C(C=C1)NC(=O)C1(CC1)C1=C(C=C(C=C1)C(F)(F)F)F Methyl 2-(1-cyclopropyl-1H-pyrazol-4-yl)-5-[({1-[2-fluoro-4-(trifluoromethyl) phenyl]cyclopropyl}carbonyl) amino]benzoate